ClC(C(=O)N(CC(=O)N)NC(=O)[C@H]1N(CCC1)C(=O)C1(CC1)C1=CC=C(C=C1)OC(F)(F)F)Cl 2-[(2,2-Dichloroacetyl)-[[(2S)-1-[1-[4-(trifluoromethoxy)phenyl]cyclopropanecarbonyl]pyrrolidine-2-carbonyl]amino]amino]acetamide